N-(4-bromo-2,5-dimethoxyphenethyl)-6-(4-phenylbutoxy)hexan-1-amine BrC1=CC(=C(CCNCCCCCCOCCCCC2=CC=CC=C2)C=C1OC)OC